N1-(1H-Benzimidazol-2-ylmethyl)-N1-(5,6,7,8-tetrahydro-quinolin-8-yl)-ethane-1,2-diamine N1C(=NC2=C1C=CC=C2)CN(CCN)C2CCCC=1C=CC=NC21